C1(=CC=CC=C1)C1=CC(=NC=2N1N=C(C2)C(=O)OCC)C2=NC=CC=C2 Ethyl 7-phenyl-5-(pyridin-2-yl)pyrazolo[1,5-a]pyrimidine-2-carboxylate